N-(2-(1-((2-(2,4-dioxotetrahydropyrimidin-1(2H)-yl)-1,3-dioxoisoindolin-5-yl)methyl)piperidin-4-yl)-5-(2-hydroxypropan-2-yl)benzo[d]thiazol-6-yl)-6-(trifluoromethyl)picolinamide O=C1N(CCC(N1)=O)N1C(C2=CC=C(C=C2C1=O)CN1CCC(CC1)C=1SC2=C(N1)C=C(C(=C2)NC(C2=NC(=CC=C2)C(F)(F)F)=O)C(C)(C)O)=O